(E)-3-dimethylaminopropylene CN(CC=C)C